[2-fluoro-3-hydroxy-5-(trifluoromethyl)phenyl]boronic acid FC1=C(C=C(C=C1O)C(F)(F)F)B(O)O